CN(C(=O)N1C[C@H](CC1)NC(=O)C1=C(NC(=C1C)\C=C\1/C(NC2=CC=C(C=C12)F)=O)C)C 5-[5-fluoro-2-oxo-1,2-dihydro-indole-(3Z)-ylidenemethyl]-2,4-dimethyl-1H-pyrrole-3-carboxylic acid ((S)-1-dimethylcarbamoyl-pyrrolidin-3-yl)-amide